(E)-2-(dibenzo[b,d]thiophen-4-ylmethylene)-5-hydroxy-2,3-dihydro-1H-inden-1-one C1=CC=C(C=2SC3=C(C21)C=CC=C3)\C=C/3\C(C2=CC=C(C=C2C3)O)=O